tert-butyl-3-[(3-chloro-2-methoxyphenyl)carbamothioyl]-4-hydroxy-2-oxo-5,6-dihydropyridine C(C)(C)(C)C1C(=C(C(NC1)=O)C(NC1=C(C(=CC=C1)Cl)OC)=S)O